NC1=CC=CC(=N1)S(=O)(=O)NC(=O)C=1C(=NC(=CC1)CCCCC)OC1=C(C=C(C=C1C)C)C N-[(6-Amino-2-pyridyl)sulfonyl]-6-pentyl-2-(2,4,6-trimethylphenoxy)pyridin-3-carboxamid